C(C)(=O)NC1=C(C=CC(=C1)C(=O)OC)[C@@H]1N(CCCC1)CC1=C2C=CN(C2=C(C=C1OC)C)C(=O)OC(C)(C)C tert-butyl (R)-4-((2-(2-acetamido-4-(methoxycarbonyl)phenyl)piperidin-1-yl)methyl)-5-methoxy-7-methyl-1H-indole-1-carboxylate